6-bromo-2-(oxetan-3-yloxy)thiazolo[4,5-b]pyridin-5(4H)-one BrC1=CC2=C(NC1=O)N=C(S2)OC2COC2